3-chloro-5-trifluoromethyl-2-picolinic acid ClC=1C(=NC=C(C1)C(F)(F)F)C(=O)O